NCC1(C=2C=CN([C@H]3[C@H](O)[C@H](O)[C@@H](CO)O3)C2N=C(N1)N)O 6-aminomethyl-7-deazaguanosine